CCC(C(C)C)=O methyl-isopentanone